(S)-6-hydroxy-2,5,7,8-tetramethylchroman-2-carboxylic acid OC=1C(=C2CC[C@](OC2=C(C1C)C)(C(=O)O)C)C